4-cyclopropyl-6-(2H3)methoxypyrimidin-5-ylboronic acid C1(CC1)C1=NC=NC(=C1B(O)O)OC([2H])([2H])[2H]